NC=1N=CC2=CC(=CC(=C2C1C#N)Cl)C1=C(C=CC=C1C)F 3-amino-5-chloro-7-(2-fluoro-6-methyl-phenyl)isoquinoline-4-carbonitrile